CC1=C(SC=2N=CN(C(C21)=O)CC(=O)N)C2=NC(=NO2)C2=CC=NC=C2 2-(5-methyl-4-oxo-6-(3-(pyridin-4-yl)-1,2,4-oxadiazol-5-yl)thieno[2,3-d]pyrimidin-3(4H)-yl)acetamide